N[C@@H](CC1=CNC=N1)C(=O)[O-] L-histidinate